2,6-dihydroxy-1-methylnaphthalene OC1=C(C2=CC=C(C=C2C=C1)O)C